2-((1R,5S,6r)-3-(1-(oxetan-3-yl)-1H-pyrazolo[3,4-b]pyrazin-6-yl)-3-azabicyclo[3.1.0]hexane-6-yl)-5-(trifluoromethyl)benzo[d]thiazole O1CC(C1)N1N=CC=2C1=NC(=CN2)N2C[C@H]1C([C@H]1C2)C=2SC1=C(N2)C=C(C=C1)C(F)(F)F